CC1(CCC2=CC=C(C=C12)C=O)C 3,3-dimethyl-2,3-dihydro-1H-indene-5-carbaldehyde